17-mercaptoheptadecanol SCCCCCCCCCCCCCCCCCO